C[Si](CCCS(=O)(=O)[O-])(C)C.C(CCC)[P+](CCCCCCCCCCCCCCCC)(CCCC)CCCC tributylhexadecylphosphonium 3-trimethylsilyl-1-propanesulfonate